2-(±)-Ethyl 3-[1-amino-3-(tert-butoxycarbonylamino)propyl]benzoate N[C@H](CCNC(=O)OC(C)(C)C)C=1C=C(C(=O)OCC)C=CC1 |r|